4-(2-cyano-7-((5-methoxy-7-methyl-1H-indol-4-yl)methyl)-7-azaspiro[3.5]nonan-6-yl)-N-(2-(3-(trifluoromethyl)azetidin-1-yl)ethyl)benzamide C(#N)C1CC2(C1)CC(N(CC2)CC2=C1C=CNC1=C(C=C2OC)C)C2=CC=C(C(=O)NCCN1CC(C1)C(F)(F)F)C=C2